5-(hydroxymethylYl)-tetrahydrofuran-3,4-diol OC=C1C(C(CO1)O)O